2-(3,4-dimethoxyphenyl)-4,4,5,5-tetramethyl-1,3,2-dioxaborinane COC=1C=C(C=CC1OC)B1OCC(C(O1)(C)C)(C)C